ClC=1C=C2C=CN(C2=C(C1)C1=C2C(=NC=C1)C=C(S2)CN2C(C1C(C1C2=O)(C)C)=O)CC2(CCN(CC2)CC)C#N 4-((5-chloro-7-(2-((6,6-dimethyl-2,4-dioxo-3-azabicyclo[3.1.0]hexan-3-yl)methyl)thieno[3,2-b]pyridin-7-yl)-1H-indol-1-yl)methyl)-1-ethylpiperidine-4-carbonitrile